1-(1-ethylpyrazol-3-yl)-2-methyl-propan-1-one C(C)N1N=C(C=C1)C(C(C)C)=O